Pyridyl chloride N1=C(C=CC=C1)Cl